ClC=1C=C(C=NC1Cl)C1=CNC2=C1C(N(C=C2)CC(=O)N2CC(C(C2)F)F)=O 3-(5,6-dichloropyridin-3-yl)-5-(2-(3,4-difluoropyrrolidin-1-yl)-2-oxoethyl)-1H-pyrrolo[3,2-c]pyridin-4(5H)-one